COC=1C=C2CCN(CC2=CC1NC1=NC2=CC(=CC=C2C=N1)C=1C=NN(C1)CCO)C 2-(4-{2-[(6-methoxy-2-methyl-1,2,3,4-tetrahydroisoquinolin-7-yl)amino]quinazolin-7-yl}-1H-pyrazol-1-yl)ethan-1-ol